C(C1CCC(CC1)N=C=O)C1CCC(CC1)N=C=O 1,1'-methylenebis[4-isocyanatocyclohexane]